Ethyl 2-(4-amino-3-fluorophenyl)-3-morpholinopropionate NC1=C(C=C(C=C1)C(C(=O)OCC)CN1CCOCC1)F